((3aR,4R,6R,6aR)-2,2-dimethyl-6-(9H-purin-9-yl-6-d)tetrahydrofuro[3,4-d][1,3]dioxol-4-yl)methanol CC1(O[C@H]2[C@@H](O1)[C@@H](O[C@@H]2CO)N2C1=NC=NC(=C1N=C2)[2H])C